cesium bis(trifluoromethanesulfonimide) [N-](S(=O)(=O)C(F)(F)F)S(=O)(=O)C(F)(F)F.[N-](S(=O)(=O)C(F)(F)F)S(=O)(=O)C(F)(F)F.[Cs+].[Cs+]